FC=1N=NSC1 4-fluoro-1,2,3-thiadiazole